NC=1C=2N(C3=C(N1)C=NC(=C3)C(=O)N([C@@H]3CO[C@@H](C1=NC(=CC=C13)C(F)(F)F)C)C)C=NC2 4-amino-N-methyl-N-((5S,8R)-8-methyl-2-(trifluoromethyl)-5,8-dihydro-6H-pyrano[3,4-b]pyridin-5-yl)imidazo[1,5-a]pyrido[3,4-e]pyrazine-8-carboxamide